Pentyl-4-((2-(1-(N-(2-(dinonylamino)ethyl)-N-nonylglycyl)piperidin-4-yl)ethyl)(nonyl)amino)butanoate C(CCCC)OC(CCCN(CCCCCCCCC)CCC1CCN(CC1)C(CN(CCCCCCCCC)CCN(CCCCCCCCC)CCCCCCCCC)=O)=O